BrC1=CC=C(C=C1)CNC(=O)NC(C)C 1-[(4-bromophenyl)methyl]3-isopropyl-urea